(4-(5-chlorooxazolo[4,5-b]pyridin-2-yl)piperazin-1-yl)(4-(3-neopentyl-1,2,4-oxadiazol-5-yl)phenyl)methanone ClC1=CC=C2C(=N1)N=C(O2)N2CCN(CC2)C(=O)C2=CC=C(C=C2)C2=NC(=NO2)CC(C)(C)C